(2S,4R)-2'-(2,2-difluoroethyl)-2-methyl-4',5'-dihydrospiro[piperidine-4,7'-thieno[2,3-c]pyran] FC(CC1=CC2=C([C@]3(OCC2)C[C@@H](NCC3)C)S1)F